CN1C(N(CC1)C1=CC(=CC=C1)[N+](=O)[O-])=S 1-methyl-3-(3-nitrophenyl)imidazolidine-2-thione